C(C)(=O)C1=C2C=C(C(=NC2=CC(=C1)C)C#N)C1=CC=C(C=C1)C1(CCOCC1)OC 5-acetyl-3-(4-(4-methoxytetrahydro-2H-pyran-4-yl)phenyl)-7-methylquinoline-2-carbonitrile